C(CCCCCCCCCCC)N(CCN(CCN1CCN(CC1)CCN(CCCCCCCCCCCC)CCCCCCCCCCCC)CCCCCCCCCCCC)CCCCCCCCCCCC N1-[2-(didodecylamino)ethyl]-N1,N4,N4-tri-dodecyl-1,4-piperazindiethylamine